(2S)-2-[[2-[(1,1-dioxo-3,4-dihydro-2H-thiochromen-6-yl)amino]-5-[3-(trifluoromethyl)-1,2,4-oxadiazol-5-yl]pyrimidin-4-yl]amino]-2-phenyl-ethanol O=S1(CCCC2=CC(=CC=C12)NC1=NC=C(C(=N1)N[C@H](CO)C1=CC=CC=C1)C1=NC(=NO1)C(F)(F)F)=O